NC=1N=CC(=NC1C(=O)N1C(CC1)(C)C)C=1C=C(C=CC1C)C(C(=O)N)(C(F)(F)F)O 2-(3-(5-amino-6-(2,2-dimethylazetidine-1-carbonyl)pyrazin-2-yl)-4-methylphenyl)-3,3,3-trifluoro-2-hydroxypropanamide